C(C)(C)(C)OC(=O)N1[C@H](CC(C[C@@H]1C)NC(=O)C=1C(=NC(=CC1)Cl)C)C.C(#N)C1=CC=C(C=C1)CN(CCC(=O)NO)CC1=CC=C(C=C1)C#N 3-[bis[(4-cyanophenyl)methyl]amino]-propanehydroxamic acid tert-butyl-(2S,6S)-4-[(6-chloro-2-methyl-pyridine-3-carbonyl)amino]-2,6-dimethyl-piperidine-1-carboxylate